The molecule is an N-acyl-L-phenylalanine resulting from the formal condensation of the carboxy group of oleic acid with the amino group of L-phenylalanine. It is a N-acyl-L-phenylalanine and a fatty amide. It derives from an oleic acid. It is a conjugate acid of a N-oleoyl-L-phenylalaninate. CCCCCCCC/C=C\\CCCCCCCC(=O)N[C@@H](CC1=CC=CC=C1)C(=O)O